(R)-1-(3-((3'-(3-((3-hydroxy-2,2-dimethylpropyl)amino)propoxy)-2,2'-dimethyl-[1,1'-biphenyl]-3-yl)oxy)propyl)pyrrolidin-3-ol OCC(CNCCCOC=1C(=C(C=CC1)C1=C(C(=CC=C1)OCCCN1C[C@@H](CC1)O)C)C)(C)C